2-[6-(2,4-difluoro-3-methyl-phenyl)-2-oxo-imidazo[4,5-b]pyridin-1-yl]-N,N-dimethyl-acetamide FC1=C(C=CC(=C1C)F)C=1C=C2C(=NC1)NC(N2CC(=O)N(C)C)=O